4-(((3-oxa-8-azabicyclo[3.2.1]octan-8-yl)sulfonyl)carbamoyl)-5-ethoxy-2-fluorobenzoic acid C12COCC(CC1)N2S(=O)(=O)NC(=O)C2=CC(=C(C(=O)O)C=C2OCC)F